BrC1=CC=C(C(=N1)NC(=O)[C@H]1N([C@@H](CC1)C)C(=O)OC(C)(C)C)C tert-butyl (2S,5R)-2-((6-bromo-3-methylpyridin-2-yl) carbamoyl)-5-methylpyrrolidine-1-carboxylate